(E)-4-ethyl-5-phenyl-pent-4-en-3-one C(C)/C(/C(CC)=O)=C\C1=CC=CC=C1